N-(2-(dimethylamino)ethyl)-5-phenylOxazole-4-carboxamide CN(CCNC(=O)C=1N=COC1C1=CC=CC=C1)C